2-cyanoethyl (6-((5Z,8Z,11Z,14Z,17Z)-icosa-5,8,11,14,17-pentaenamido) hexyl) diisopropylphosphoramidite C(C)(C)N(P(OCCC#N)OCCCCCCNC(CCC\C=C/C\C=C/C\C=C/C\C=C/C\C=C/CC)=O)C(C)C